CN1N=C2N(C3=CC=C(C=C3C2=C1)C(=O)NCCOCCCCCCC(=O)OC)C1=CC=C(C=C1)C(F)(F)F methyl 7-[2-({2-methyl-8-[4-(trifluoromethyl)phenyl]-2H,8H-pyrazolo[3,4-b]indol-5-yl}formamido)-ethoxy]heptanoate